N-butyl-N-(2-hydroxyethyl)sulfonamide C(CCC)N(S(=O)=O)CCO